Phenyl-ruthenium chloride C1(=CC=CC=C1)[Ru](Cl)Cl